OCC(ON1C(CCCC1(C)C)(C)C)C1=CC=CC=C1 1-hydroxy-2-phenyl-2-(2,2,6,6-tetramethyl-1-piperidinyloxy)ethane